2-(2'-bromoethoxy)tetrahydropyran BrCCOC1OCCCC1